CN1N=C(C(=C1B(O)O)C)C 1,3,4-TRIMETHYL-1H-PYRAZOLE-5-BORONIC ACID